OB1OC=2C(=C3C(=NC2)NC=C3)C(=C1)C1CC(C1)NS(=O)(=O)CCC N-((1s,3s)-3-(7-hydroxy-3,7-dihydro-[1,2]oxaborinino[5,6-d]pyrrolo[2,3-b]pyridin-9-yl)cyclobutyl)propane-1-sulfonamide